7-((3-(difluoromethyl)-4-fluorophenyl)carbamoyl)-6-methyl-2,3-dihydro-1H-pyrrolizine-5-carboxylic acid methyl ester COC(=O)C=1N2CCCC2=C(C1C)C(NC1=CC(=C(C=C1)F)C(F)F)=O